ClC=1C=C(C=CC1)C(CO)(C)NC1=NC2=C(N1)C(=CC=C2)CNC(=O)N2OCCC2 (-)-N-((2-((2-(3-chlorophenyl)-1-hydroxyprop-2-yl)amino)-1H-benzo[d]imidazol-7-yl)methyl)isoxazolidine-2-carboxamide